((1-(4-fluorophenyl)-5-(4-isopropylphenyl)-1H-1,2,4-triazol-3-yl)methyl)-4-methylpiperazine FC1=CC=C(C=C1)N1N=C(N=C1C1=CC=C(C=C1)C(C)C)CN1CCN(CC1)C